C(C)(C)(C)OC(=O)N1CC(CCC1)CNC1=C(N=NC(=C1)NC1=NC=C(N=C1)C#N)C(N)=O tert-butyl-3-((3-carbamoyl-6-(5-cyanopyrazin-2-ylamino)pyridazin-4-ylamino)methyl)piperidine-1-carboxylate